ClC1=NC=2N(C3=C1CCN3)N(CC2C(=O)O)C(=O)OC(C)(C)C 5-chloro-N-Boc-7,8-dihydro-6H-pyrazolo[1,5-a]pyrrolo[3,2-e]pyrimidine-3-carboxylic acid